NC(C(=O)OC)(C)C1=CC(=CC=C1)OC(F)(F)F methyl 2-amino-2-(3-(trifluoromethoxy)phenyl)propanoate